salicylic acid oxime C(C=1C(O)=CC=CC1)(O)=NO